BrC1=C(C(=CC2=C1N(C(C1(CC1)O2)=O)COCC[Si](C)(C)C)Br)C(=O)C2=C(C=CC(=C2)F)Cl 5,7-dibromo-6-[(2-chloro-5-fluorophenyl)carbonyl]-4-(5,5-dimethyl-2-oxa-5-silahex-1-yl)-3,4-dihydrospiro[benzo[1,4]oxazine-2,1'-cyclopropane]-3-one